C1(=CC(=CC=C1)C1=NN(C(=C1CC1=CC=C(C=C1)S(N)(=O)=O)C(F)(F)F)C=1SC=C(N1)C(=O)O)C1=CC=CC=C1 2-(3-([1,1'-biphenyl]-3-yl)-4-(4-sulfamoylbenzyl)-5-(trifluoromethyl)-1H-pyrazol-1-yl)thiazole-4-carboxylic acid